3-(4-bromo-2-fluorophenyl)-1H-pyrazol-5-amine BrC1=CC(=C(C=C1)C1=NNC(=C1)N)F